2-{2-[2-(2-hydroxyethoxy)ethoxy]ethoxy}ethan-1-ol OCCOCCOCCOCCO